Tetra(triphenylphosphino)palladium C1(=CC=CC=C1)P(C1=CC=CC=C1)(C1=CC=CC=C1)[Pd](P(C1=CC=CC=C1)(C1=CC=CC=C1)C1=CC=CC=C1)(P(C1=CC=CC=C1)(C1=CC=CC=C1)C1=CC=CC=C1)P(C1=CC=CC=C1)(C1=CC=CC=C1)C1=CC=CC=C1